[Cl-].[Mn+3].S(=O)(=O)([O-])C1=CC=C(C=C1)C=1C2=CC=C(N2)C(=C2C=CC(C(=C3C=CC(=C(C=4C=CC1N4)C4=CC=C(C=C4)S(=O)(=O)[O-])N3)C3=CC=C(C=C3)S(=O)(=O)[O-])=N2)C2=CC=C(C=C2)S(=O)(=O)[O-] 5,10,15,20-Tetrakis(4-sulfonatophenyl)-21H,23H-porphine manganese (III) chloride